ClC1=C(C(=C(C=C1)P(OP(C1=CC=CC=C1)(C1=CC=CC=C1)C1=CC=CC=C1)(C1=CC=CC=C1)C1=CC=CC=C1)Cl)Cl Trichlorooxobis(triphenylphosphine)